methyl palmitoate C(CCCCCCCCCCCCCCC)(=O)OC